1-(5-(2-(1-carboxycyclopropyl)ethoxy)pentyl)cyclopropane C(=O)(O)C1(CC1)CCOCCCCCC1CC1